3-(methylphosphono)propanal COP(=O)(O)CCC=O